C(C)(C)(C)OC(N[C@H]1[C@@H]2N(C[C@H]1CC2)C(=O)C2=CC1=C(N(C(=N1)C=1N(C3=CC=CC=C3C1)CC1CC1)CC1CNC1)C(=C2)OC)=O ((1R,4R,7R)-2-(1-(azetidin-3-ylmethyl)-2-(1-(cyclopropylmethyl)-1H-indol-2-yl)-7-methoxy-1H-benzo[d]imidazole-5-carbonyl)-2-azabicyclo[2.2.1]hept-7-yl)carbamic acid tert-butyl ester